(4R)-4-(4,4-diethyl-2-imino-6-oxo-hexahydropyrimidin-1-yl)-N-[(4S)-2,2-dimethylchroman-4-yl]tetralin-6-carboxamide C(C)C1(NC(N(C(C1)=O)[C@@H]1CCCC2=CC=C(C=C12)C(=O)N[C@H]1CC(OC2=CC=CC=C12)(C)C)=N)CC